(S)-2-((1-((1,1-bis(4-methylphenyl)prop-1-en-2-yl)amino)-1-oxopropan-2-yl)carbamoyl)-4-methoxypyridin-3-yl ethyl carbonate C(OC=1C(=NC=CC1OC)C(N[C@H](C(=O)NC(=C(C1=CC=C(C=C1)C)C1=CC=C(C=C1)C)C)C)=O)(OCC)=O